(3R,4R)-1-Cyclohexyl-4-{[5-(2,4-difluoro-phenyl)-[1,3,4]oxadiazole-2-carbonyl]-amino}-piperidine-3-carboxylic acid (1-pyridin-2-yl-cyclopropyl)-amide N1=C(C=CC=C1)C1(CC1)NC(=O)[C@@H]1CN(CC[C@H]1NC(=O)C=1OC(=NN1)C1=C(C=C(C=C1)F)F)C1CCCCC1